(6-((2-fluoro-3-methoxy-6-(1H-tetrazol-1-yl)benzyl)amino)pyrimidin-4-yl)methanol sodium borohydride [BH4-].[Na+].FC1=C(CNC2=CC(=NC=N2)CO)C(=CC=C1OC)N1N=NN=C1